C(C(CCCCCCCCCCCCCC)O)O hexadecane-1,2-diol